2-(2-methoxypyridin-3-yl)-N-(4-(1-methyl-4-(trifluoromethyl)-1H-imidazol-2-yl)benzyl)-7H-purin-6-amine COC1=NC=CC=C1C1=NC(=C2NC=NC2=N1)NCC1=CC=C(C=C1)C=1N(C=C(N1)C(F)(F)F)C